Rac-4-((4bS,5R,6S,7S,7aR)-4b,5-dihydroxy-4-methoxy-7-phenyl-6-(pyrrolidin-1-ylmethyl)-4b,5,6,7-tetrahydro-7aH-cyclopenta[4,5]furo[2,3-c]pyridin-7a-yl)benzonitrile O[C@@]12[C@@](OC=3C=NC=C(C31)OC)([C@@H]([C@H]([C@H]2O)CN2CCCC2)C2=CC=CC=C2)C2=CC=C(C#N)C=C2 |r|